3-((diphenylmethylene)amino)-1-phenyl-3-(pyridin-2-yl)propan-1-one C1(=CC=CC=C1)C(C1=CC=CC=C1)=NC(CC(=O)C1=CC=CC=C1)C1=NC=CC=C1